C(C1=CC=CC=C1)N(C=O)C(C(C(=S1CCCC1)C#N)=O)C(C)C N-Benzyl-N-[1-cyano-4-methyl-2-oxo-1-(1λ4-thiolan-1-ylidene)pentan-3-yl]formamide